[Fe].[V].[Mo] molybdenum-vanadium iron